BrC1=CC(=NC=C1)C(C(C)C)N (4-bromo-2-pyridyl)-2-methylpropan-1-amine